1-(1-(difluoromethyl)cyclopropyl)-4-(((1R,4R,5S)-2-methyl-2-azabicyclo[2.2.1]heptan-5-yl)amino)-6-oxo-1,6-dihydropyridine-3-carboxamide FC(C1(CC1)N1C=C(C(=CC1=O)N[C@@H]1[C@H]2CN([C@@H](C1)C2)C)C(=O)N)F